N[C@@H]1CN(CCC1)C1=C2C(=C(NC2=C(C=C1F)C(=O)N)C)C (S)-4-(3-aminopiperidin-1-yl)-5-fluoro-2,3-dimethyl-1H-indole-7-carboxamide